C(#N)C1=CC(=C(COC2=CC=CC(=N2)C2CCN(CC2)CC2=NC3=C(N2CCOC)C=C(C(=C3F)NC3=CC=CC=C3)C(=O)OC)C=C1)F methyl 2-((4-(6-((4-cyano-2-fluorobenzyl)oxy)pyridin-2-yl)piperidin-1-yl)methyl)-4-fluoro-1-(2-methoxyethyl)-5-(phenylamino)-1H-benzo[d]imidazole-6-carboxylate